COC1=CC=C(CN(C2=NC=C(C=C2C2=NC=C(C=C2)C(N(C)C)=O)C2=C3C(=NC=C2)NC(=C3)C(=O)NC3C(NCC3)=O)CC3=CC=C(C=C3)OC)C=C1 4-(2'-(bis(4-methoxybenzyl)amino)-5-(dimethylcarbamoyl)-[2,3'-bipyridyl]-5'-yl)-N-(2-oxopyrrolidin-3-yl)-1H-pyrrolo[2,3-b]pyridine-2-carboxamide